FC1=CC=C(C=C1)C=1N=C(C=C2C1OCC2(C(=O)N)C)C(=C)C 7-(4-fluorophenyl)-3-methyl-5-(prop-1-en-2-yl)-2,3-dihydrofuro[2,3-c]pyridine-3-carboxamide